O1CCN(C2=C1C=CC=C2)NC(=O)C=2C=NC1=CC=CC=C1C2N2CCOCC2 N-(2,3-dihydro-1,4-benzoxazin-4-yl)-4-morpholino-quinoline-3-carboxamide